5,6-bis-trifluoromethanesulfonyl-2-(propylamino)indane tert-butyl-(S)-4-(4-(2-(2,6-dioxopiperidin-3-yl)-1-oxoisoindolin-5-yl)piperazin-1-yl)piperidine-1-carboxylate C(C)(C)(C)OC(=O)N1CCC(CC1)N1CCN(CC1)C=1C=C2CN(C(C2=CC1)=O)[C@@H]1C(NC(CC1)=O)=O.FC(S(=O)(=O)C=1C=C2CC(CC2=CC1S(=O)(=O)C(F)(F)F)NCCC)(F)F